N-(1-(ferrocene-3-yl)-2-(benzylamino)-2-oxoethyl)-2-ethynyl-N-(4-(oxazol-5-yl)phenyl)thiazole-4-carboxamide [CH-]1C=C(C=C1)C(C(=O)NCC1=CC=CC=C1)N(C(=O)C=1N=C(SC1)C#C)C1=CC=C(C=C1)C1=CN=CO1.[CH-]1C=CC=C1.[Fe+2]